O=C1N(CC2=C(C=CC=C12)OCCCCCCCN1CCCCC1)C1C(NC(CC1)=O)=O 3-(1-oxo-4-((7-(piperidin-1-yl)heptyl)oxy)isoindolin-2-yl)piperidine-2,6-dione